(3S*,3aS*,6R*,7R*,7aS*)-1-benzyl-N-(4-hydroxybenzyl)-7-isobutyl-5-oxooctahydro-3aH-3,6-methanopyrrolo[3,2-b]pyridine-3a-carboxamide C(C1=CC=CC=C1)N1C[C@H]2[C@@]3(NC([C@@H]([C@H]([C@@H]31)CC(C)C)C2)=O)C(=O)NCC2=CC=C(C=C2)O |o1:9,10,13,14,15|